4-{7-[(2S)-1-(tert-butoxycarbonyl)pyrrolidin-2-amido]-1H-indol-3-yl}pyrazole-1-carboxylic acid tert-butyl ester C(C)(C)(C)OC(=O)N1N=CC(=C1)C1=CNC2=C(C=CC=C12)NC(=O)[C@H]1N(CCC1)C(=O)OC(C)(C)C